1-(cyclopropylmethyl)-3-methyl-1H-pyrazol C1(CC1)CN1N=C(C=C1)C